(S)-2-((5-Amino-6-fluoro-1H-pyrrolo[3,2-b]pyridin-2-yl)methyl)-1'-(benzo[d]oxazol-2-ylmethyl)-5-fluorospiro[isoindoline-1,3'-pyrrolidine]-2',3-dione NC1=C(C=C2C(=N1)C=C(N2)CN2C(C1=CC(=CC=C1[C@@]21C(N(CC1)CC=1OC2=C(N1)C=CC=C2)=O)F)=O)F